1-[3-(5-{[4-(Aminomethyl)phenyl]methoxy}-4-methoxy-1-(1,3-thiazol-4-carbonyl)-1H-pyrazol-3-yl)-4-(trifluoromethyl)piperidin-1-carbonyl]pyrrolidin-3-ol NCC1=CC=C(C=C1)COC1=C(C(=NN1C(=O)C=1N=CSC1)C1CN(CCC1C(F)(F)F)C(=O)N1CC(CC1)O)OC